C(C=C)N1N(C2=NC(=NC=C2C1=O)NC=1C=C2C=NN(C2=CC1)C)C1=NC(=NC=C1)OC1CCN(CC1)C 2-allyl-6-((1-methyl-1H-indazol-5-yl)amino)-1-(2-((1-methylpiperidin-4-yl)oxy)pyrimidin-4-yl)-1,2-dihydro-3H-pyrazolo[3,4-d]pyrimidin-3-one